ClC=1C(=NC2=CC(=C(C=C2N1)Cl)Cl)NCC1=CC(=C(C=C1)F)F 3,6,7-trichloro-N-(3,4-difluorobenzyl)-quinoxalin-2-amine